C1=CC=CC=2C3=CC=CC=C3C(C12)COC(=O)N1CCC(CC1)CCC=O 4-(3-oxopropyl)piperidine-1-carboxylic acid (9H-fluoren-9-yl)methyl ester